FC1(CC(C2=CC=CC=C12)NC(=O)C1=CC=NC=2N1N=C(C2C(=O)N)COC)F N7-(3,3-difluoroindan-1-yl)-2-(methoxymethyl)pyrazolo[1,5-a]pyrimidine-3,7-dicarboxamide